(3R)-1-(7-benzyl-6-methyl-5,6,7,8-tetrahydropyrido[3,4-d]pyrimidin-4-yl)piperidin-3-amine trifluoroacetate salt FC(C(=O)O)(F)F.C(C1=CC=CC=C1)N1CC=2N=CN=C(C2CC1C)N1C[C@@H](CCC1)N